Cl.NCCCCCC1N(CC2=CC(=CC=C12)C(=O)N)C(C1=C(C=C(C=C1O)O)OCC1=CC=CC=C1)=O (5-Aminopentyl)-2-(2-(benzyloxy)-4,6-dihydroxybenzoyl)isoindoline-5-Carboxamide hydrochloride